C(C)(C)N1C=C(C=CC1=O)C=1C=NC=C(C1)C1=CC=C2C(C(NC2=C1)=O)C 6-(1'-isopropyl-6'-oxo-1',6'-dihydro-[3,3'-bipyridin]-5-yl)-3-methylindolin-2-one